N[C@@H](C(=O)[O-])CCCC(=O)[O-] |r| DL-α-aminoadipate